C1(CC1)CN(C(=N)N)C1=C(C=CC=C1)C=1C=COC1 4-[(N-cyclopropylmethylguanidino)phenyl]furan